CC=1NC(CC(N1)=O)=O 2-methylpyrimidine-4,6-dione